Cl.Cl.Cl.Cl.C=1(C(=CC(=C(C1)N)N)N)N 1,2,4,5-benzenetetramine tetrahydrochloride salt